2-amino-6-bromo-4-chlorophenol NC1=C(C(=CC(=C1)Cl)Br)O